sodium aminoalcohol NO.[Na]